3-bromo-2-methyl-6-(3-methyl-1H-pyrazol-1-yl)-pyridine BrC=1C(=NC(=CC1)N1N=C(C=C1)C)C